6-(4-bromophenyl)-2-(2-methylallyl)pyridazin-3(2H)-one BrC1=CC=C(C=C1)C=1C=CC(N(N1)CC(=C)C)=O